6-chloro-5-[4-[1-(2-chloroethyl)-2-methyl-prop-1-enyl]phenyl]-3-[hydroxy-(3-methoxyisoxazol-5-yl)methylene]indolin-2-one ClC1=C(C=C2C(C(NC2=C1)=O)=C(C1=CC(=NO1)OC)O)C1=CC=C(C=C1)C(=C(C)C)CCCl